FC(CN1[C@@H](CCN2C1=NC(=CC2=O)N2[C@@H](COCC2)C)C(F)(F)F)C(C)C (S)-9-(2-Fluoro-3-methylbutyl)-2-((R)-3-methylmorpholin-4-yl)-8-trifluoromethyl-6,7,8,9-tetrahydro-pyrimido[1,2-a]-pyrimidin-4-one